ClCOC([C@H](CC)C)=O (S)-2-methylbutyric acid chloromethyl ester